CC1=C(C(=NC=C1C1=NOC(=N1)C(F)(F)F)C(=O)N=[SH2]=O)C1=CC=CC=C1 methyl(oxo)(phenyl)-λ6-sulfaneylidene-5-(5-(trifluoromethyl)-1,2,4-oxadiazol-3-yl)picolinamide